1-(2-bromophenyl)-3-(2-hydroxy-4-nitrophenyl)urea BrC1=C(C=CC=C1)NC(=O)NC1=C(C=C(C=C1)[N+](=O)[O-])O